[3-(triethoxysilyl) propyl] methacrylate C(C(=C)C)(=O)OCCC[Si](OCC)(OCC)OCC